N,N-dibutylpentanamide C(CCC)N(C(CCCC)=O)CCCC